C(CCCCCCC\C=C/CCCCCCCC)OC[C@@H](OC(CCCCCCCCCCC(C(CCCC[C@@H]1SC[C@@H]2NC(=O)N[C@H]12)=O)N)=O)COP(=O)([O-])OCC[N+](C)(C)C 1-oleyl-2-[12-biotinyl-(aminododecanoyl)]-sn-glycero-3-phosphocholine